sodium methacrylate 2-ethanesulfonate CCS(=O)(=O)[O-].C(C(=C)C)(=O)O.[Na+]